4-Methylpentene CC(C)CC=C